8-(3,3,3-trifluoro-2,2-dimethylpropyl)benzo[f]isoquinoline FC(C(CC1=CC2=C(C=3C=CN=CC3C=C2)C=C1)(C)C)(F)F